(4-((2-chloro-3-fluoropyridin-4-yl)oxy)phenyl)-4-(2,6-difluorobenzyl)-2,4-dihydro-3H-1,2,4-triazol-3-one ClC1=NC=CC(=C1F)OC1=CC=C(C=C1)N1N=CN(C1=O)CC1=C(C=CC=C1F)F